C(CC(C)C)OC(C=CC1=CC=C(C=C1)OC)=O 4-Methoxycinnamic acid isopentyl ester